N-((2-(6-((cis)-2,6-dimethylmorpholino)-4-fluoropyridin-2-yl)-1,6-naphthyridin-7-yl)methyl)-4-methyl-3-(vinylsulfonyl)benzamide C[C@@H]1O[C@@H](CN(C1)C1=CC(=CC(=N1)C1=NC2=CC(=NC=C2C=C1)CNC(C1=CC(=C(C=C1)C)S(=O)(=O)C=C)=O)F)C